CN(C1CCN(CC1)C1=C(C=C(C=C1)NC=1N=C(C2=C(N1)SC=C2C)NC2=C(C=CC=C2)S(=O)(=O)N(C)C)OC)C 2-((2-((4-(4-(dimethylamino)piperidin-1-yl)-3-methoxyphenyl)amino)-5-methylthieno[2,3-d]pyrimidine-4-yl)amino)-N,N-dimethylbenzenesulfonamide